C(C)(=O)C1=NN(C2=CC=C(C=C12)C=1C=NC(=NC1)CC#N)CC(=O)O (3-acetyl-5-(2-(cyanomethyl)pyrimidin-5-yl)-1H-indazol-1-yl)acetic acid